(Z)-1-(4-amino-2-fluorobut-2-en-1-yl)-4-(3-(N-(tert-butyl)sulfamoyl)phenyl)-1H-benzo[d]imidazole-6-carboxylic acid methyl ester COC(=O)C=1C=C(C2=C(N(C=N2)C/C(=C/CN)/F)C1)C1=CC(=CC=C1)S(NC(C)(C)C)(=O)=O